4-(1,2,3,4-tetrahydroquinoline-2-yl)benzamide N1C(CCC2=CC=CC=C12)C1=CC=C(C(=O)N)C=C1